C1(SC(C2=C1C=CC=C2)=O)=O benzo[c]thiophene-1,3-dione